Cl.C(C#C)NC1=CC=CC=C1 N-(2-propynyl)phenylamine hydrochloride